platinum(IV) oxygen [O+2].[Pt+4]